C1(CC1)CNC=1C(=NN(C1)C)C(F)(F)F N-(cyclopropylmethyl)-1-methyl-3-(trifluoromethyl)-1H-pyrazol-4-amine